5-fluoro-2-[[rac-(3aS,6aR)-2-[6-(3-cyclopropyl-1,2,4-triazol-1-yl)-2-azaspiro[3.3]heptane-2-carbonyl]-3,3a,4,5,6,6a-hexahydro-1H-cyclopenta[c]pyrrol-5-yl]oxy]benzonitrile FC=1C=CC(=C(C#N)C1)OC1C[C@H]2[C@H](CN(C2)C(=O)N2CC3(C2)CC(C3)N3N=C(N=C3)C3CC3)C1 |r|